BrCCOC1=C(C=CC=C1)C=1C(=CC(=C(C1)NS(=O)(=O)C1=C(C(=CC(=C1)CO)Cl)OC)F)F N-[5-[2-(2-bromoethoxy)phenyl]-2,4-difluoro-phenyl]-3-chloro-5-(hydroxymethyl)-2-methoxy-benzenesulfonamide